C(C)OC1=CC=C(C=C1)C1=CC(=CC=C1)C(C)C1=NC(=NO1)NC1=C(C=CC=C1)C (5-(1-(4'-ethoxy-[1,1'-biphenyl]-3-yl)ethyl)-1,2,4-oxadiazol-3-yl)-2-methylaniline